C(C)C1=CC=C2C=C(NC2=C1)C(=O)N1CCN(CCC1)CCNC(=O)C1=NC=CN=C1N N-(2-{4-[(6-ethyl-2-indolyl)carbonyl]-1,4-diazepan-1-yl}ethyl)-3-amino-2-pyrazinecarboxamide